methylmagnesium chlorid C[Mg]Cl